N1=CC=C(C=C1)C=1N=C(C2=C(N1)C=NC=C2)NCC(CCC)O [2-(pyridin-4-yl)pyrido[3,4-d]Pyrimidin-4-yl]Aminopentan-2-ol